C(=CCCCCCCC)C1C(=O)OC(C1)=O 2-nonen-1-yl-succinic anhydride